1-(4-(5-(difluoromethyl)-1,3,4-oxadiazol-2-yl)-2-fluorobenzyl)-6-fluoro-3-methyl-5-(6-(morpholinomethyl)pyridin-3-yl)-1,3-dihydro-2H-benzo[d]imidazol-2-one FC(C1=NN=C(O1)C1=CC(=C(CN2C(N(C3=C2C=C(C(=C3)C=3C=NC(=CC3)CN3CCOCC3)F)C)=O)C=C1)F)F